CN(C(CN1CCNCC1)=O)C N,N-dimethyl-2-(piperazin-1-yl)acetamide